Cl.CC=1N=CN(C1)C1=CCC2C3CC=C4C[C@H](CC[C@@]4(C3CC[C@]12C)C)NC(C1=C(C=C(C=C1)F)F)=O N-((3S,10R,13S)-17-(4-methyl-1H-imidazol-1-yl)-10,13-dimethyl-2,3,4,7,8,9,10,11,12,13,14,15-dodecahydro-1H-cyclopenta[a]phenanthren-3-yl)-2,4-difluorobenzamide hydrochloride